1-{3-amino-6-[5-(4-methylpiperazin-1-yl)furan-2-yl]pyrazin-2-yl}pyrazole-4-carboxamide NC=1C(=NC(=CN1)C=1OC(=CC1)N1CCN(CC1)C)N1N=CC(=C1)C(=O)N